ClC1=C(C=C(OCC(=O)NC23CC(C2)(C3)NC3=NC(=CN=C3)C3=CC=C(C=C3)Cl)C=C1)F 2-(4-chloro-3-fluorophenoxy)-N-(3-{[6-(4-chlorophenyl)pyrazin-2-yl]amino}bicyclo[1.1.1]pent-1-yl)acetamide